1-(4,5-Dimethyl-6,8-dihydro-1,2,3a,7-tetraaza-as-indacen-7-yl)-2-[1-(2-trifluoromethyl-pyridin-4-yl)-azetidin-3-yl]-ethanone CC=1N2C=NN=C2C=2CN(CC2C1C)C(CC1CN(C1)C1=CC(=NC=C1)C(F)(F)F)=O